C(=O)(O)C=1OB=C2C1C=CC=C2 3-carboxybenzoboroxole